tert-butyl (S)-((1-(3-(2,6-bis(benzyloxy)pyridin-3-yl)-1-methyl-1H-indazol-6-yl)piperidin-3-yl)methyl)carbamate C(C1=CC=CC=C1)OC1=NC(=CC=C1C1=NN(C2=CC(=CC=C12)N1C[C@@H](CCC1)CNC(OC(C)(C)C)=O)C)OCC1=CC=CC=C1